4-(3-(cyclopropylmethoxy)phenoxy)-1H-1,2,3-triazole-5-carboxylic acid 2,2,2-trifluoroacetate FC(C(=O)O)(F)F.C1(CC1)COC=1C=C(OC=2N=NNC2C(=O)O)C=CC1